1,4-Bis-(2-hydroxyethyl)-amino-2-nitro-benzol OCCC1=C(C(=C(C=C1)CCO)N)[N+](=O)[O-]